N-((R)-1,1-dioxido-2,3-dihydrothiophen-3-yl)-N-((2-(2-hydroxypropan-2-yl)pyridin-4-yl)methyl)-2-methoxy-2-(3,3',4'-trifluoro-[1,1'-biphenyl]-4-yl)acetamide O=S1(C[C@@H](C=C1)N(C(C(C1=C(C=C(C=C1)C1=CC(=C(C=C1)F)F)F)OC)=O)CC1=CC(=NC=C1)C(C)(C)O)=O